C(C)(C)(C)OC(=O)N1C[C@@H](N(CC1)C1=NC(=NC2=C(C(=C(C=C12)Cl)C1=NC(=CC2=CC=CC=C12)N)F)OC[C@H]1N(CCC1)C)C (3S)-4-(7-(3-Aminoisoquinolin-1-yl)-6-chloro-8-fluoro-2-(((S)-1-methylpyrrolidin-2-yl)methoxy)quinazolin-4-yl)-3-methylpiperazine-1-carboxylic acid tert-butyl ester